COC(C(C)NC1=C(C=CC=C1C)C)=O 2,6-dimethylphenylaminopropionic acid methyl ester